2-[3-methyl-1-(oxetan-3-yl)-1H-pyrazolo[3,4-b]pyrazin-6-yl]-6-[2-(trifluoromethyl)pyridin-4-yl]-2,6-diazaspiro[3.4]octan-5-one CC1=NN(C2=NC(=CN=C21)N2CC1(C2)C(N(CC1)C1=CC(=NC=C1)C(F)(F)F)=O)C1COC1